C(C=C)(=O)OC1=CC2=CC=CC=C2C=C1 beta-naphthyl acrylate